O1CCOCC1 [1,4]dioxan